FC1(CC(C1)N(CCC(C(=O)O)NC1=NC=NC2=CC=CC=C12)CCCCC1=NC=2NCCCC2C=C1)F 4-((3,3-difluorocyclobutyl)(4-(5,6,7,8-tetrahydro-1,8-naphthyridin-2-yl)butyl)amino)-2-(quinazolin-4-ylamino)butanoic acid